methyl 2-[3,5-dichloro-4-[(3S,4S)-6-[2,6-dichloro-4-(3-methoxy-3-oxo-propyl) phenoxy]-3,4-dihydroxyhexoxy]anilino]benzoate ClC=1C=C(NC2=C(C(=O)OC)C=CC=C2)C=C(C1OCC[C@@H]([C@H](CCOC1=C(C=C(C=C1Cl)CCC(=O)OC)Cl)O)O)Cl